O[C@@H](CCCCC\C=C/C=C\C=C/C=CC(=O)O)CCCCC |r| (±)-15-hydroxy-5Z,8Z,11Z,13E-eicosatetraenoic acid